4-(tert-butoxycarbonylamino)but-2-ynoic acid C(C)(C)(C)OC(=O)NCC#CC(=O)O